ClC1=CC=C(C=C1)C(N1CCN(CC1)C(=O)C=1C=NC=CC1)C1=CC=C(C=C1)Cl (4-(bis(4-chlorophenyl)methyl)piperazin-1-yl)(pyridin-3-yl)methanone